FC(C1=NC(=NC(=N1)C(F)(F)F)N1C(C=2NC3=CC=C(C=C3C2CC1)Cl)CC(C#N)C)(F)F 3-{2-[4,6-bis(trifluoromethyl)-1,3,5-triazin-2-yl]-6-chloro-2,3,4,9-tetrahydro-1H-pyrido[3,4-b]indol-1-yl}-2-methylpropanenitrile